C(=C)C1=CC=C(C=C1)C=1C=CC=2N(C3=CC=C(C=C3C2C1)C1=CC=C(C=C1)C=C)C1=CC=C(C(=O)O)C=C1 4-(3,6-bis(4-vinylphenyl)-9H-carbazol-9-yl)benzoic acid